C1(=CC=C(C=C1)C1(C(C(=C(C2=CC=CC=C12)N)\N=N\[H])O)S(=O)(=O)O)C1=CC=C(C=C1)C1(C(C(=C(C2=CC=CC=C12)N)\N=N\[H])O)S(=O)(=O)O 1,1'-([1,1'-biphenyl]-4,4'-diyl)bis{4-amino-2-hydroxy-3-[(E)-diazenyl]naphthalene-1-sulfonic acid}